5-bromo-3-methoxy-2-((4-methoxybenzyl)oxy)pyridine BrC=1C=C(C(=NC1)OCC1=CC=C(C=C1)OC)OC